Methyl 2-(4-((4-fluorophenyl)amino)phenyl)acetate FC1=CC=C(C=C1)NC1=CC=C(C=C1)CC(=O)OC